BrC1=C(C=C2C(=CC=NC2=C1F)Cl)Cl 7-bromo-4,6-dichloro-8-fluoroquinolin